6-methoxy-3,3-dimethyl-2,3-dihydrobenzofuran-7-sulfonamide COC1=C(C2=C(C(CO2)(C)C)C=C1)S(=O)(=O)N